CC1(O[C@@H]2[C@H](C(OP(OC2(C2=CC=CC=C2)C2=CC=CC=C2)N2C3=C(C=CC4=C2C=CC=C4)C=CC=C3)(C3=CC=CC=C3)C3=CC=CC=C3)O1)C 5-[(3aR,8aR)-tetrahydro-2,2-dimethyl-4,4,8,8-tetraphenyl-1,3-dioxolo[4,5-e][1,3,2]dioxaphosphepin-6-yl]-5H-dibenzo[b,f]azepine